CC1=CC=C(C=C1)C1=C2C=CC=CC2=NC=2C3=C(C=CC12)C=CC=C3 7-(4-methylphenyl)-benzo[c]acridine